OC1=C(C=CC2=C1CCO2)C=2C(N(C(=NN2)N[C@H]2CN(CCC2)C)C)=O (R)-6-(4-hydroxy-2,3-dihydrobenzofuran-5-yl)-4-methyl-3-((1-methylpiperidin-3-yl)amino)-1,2,4-triazin-5(4H)-one